C(#N)C=1C(=NC(=CC1N1CC(C1)N1CCN(CC1)C(=O)OC(C)(C)C)N1C2C[C@H](C(C1)CC2)C2=C(N=CS2)C)C(F)(F)F tert-butyl 4-(1-(3-cyano-6-((5R)-5-(4-methylthiazol-5-yl)-2-azabicyclo[2.2.2]octan-2-yl)-2-(trifluoromethyl)pyridin-4-yl)azetidin-3-yl)piperazine-1-carboxylate